COC(=O)C=1N=CNC1S 5-Mercapto-1H-imidazole-4-carboxylic acid methyl ester